NCCC=1C=NC(=NC1)C1=C(C=C(C#N)C=C1)C(=O)C=1SC(=NN1)N1CCOCC1 4-[5-(2-aminoethyl)pyrimidin-2-yl]-3-(5-morpholin-4-yl-1,3,4-thiadiazole-2-carbonyl)benzonitrile